N-benzyl-1-(4-chloro-1-tosyl-1H-pyrrolo[2,3-b]pyridin-5-yl)methanamine C(C1=CC=CC=C1)NCC=1C(=C2C(=NC1)N(C=C2)S(=O)(=O)C2=CC=C(C)C=C2)Cl